[Cl-].[Cl-].C1(=CC=CC=C1)[SiH](C1=CC=CC=C1)[Zr+2](C1C=CC=C1)C1C=CC=C1 diphenylsilylbis(cyclopentadienyl)zirconium dichloride